NC=1C=2N(C3=C(N1)C=NC(=C3)C(=O)N([C@@H]3CCC1=C3C=NC(=C1)C(F)(F)F)C)C=NC2 (R)-4-amino-N-methyl-N-(3-(trifluoromethyl)-6,7-dihydro-5H-cyclopenta[c]pyridin-7-yl)-imidazo[1,5-a]pyrido-[3,4-e]pyrazine-8-carboxamide